tert-butyl 4-[7-isopropoxy-6-[[2-oxo-1-[(1S,2R)-2-fluorocyclopropyl]-3-pyridyl]carbamoyl]imidazo[1,2-a]pyrimidin-2-yl]piperidine-1-carboxylate C(C)(C)OC1=NC=2N(C=C1C(NC=1C(N(C=CC1)[C@@H]1[C@@H](C1)F)=O)=O)C=C(N2)C2CCN(CC2)C(=O)OC(C)(C)C